N1-(5-(3-(6-Aminopyridin-3-yl)-1-methyl-1H-indazole-5-carboxamido)-2-methylphenyl)-N4-methylterephthalamide NC1=CC=C(C=N1)C1=NN(C2=CC=C(C=C12)C(=O)NC=1C=CC(=C(C1)NC(C1=CC=C(C(=O)NC)C=C1)=O)C)C